N-((1R,3S)-3-hydroxy-8-azaspiro[4.5]decan-1-yl)-2-methylpropan-2-sulfinamide O[C@@H]1C[C@H](C2(C1)CCNCC2)NS(=O)C(C)(C)C